Tris-t-butyldimethylsilyl phosphate P(=O)(O[Si](C)(C)C(C)(C)C)(O[Si](C)(C)C(C)(C)C)O[Si](C)(C)C(C)(C)C